FC1=C(C(=CC=C1[Si](C)(C)C)OC)[Si](C)(C)C (2-fluoro-6-methoxy-1,3-phenylene)bis(trimethylsilane)